1,3,6,8-tetra(p-hydroxyphenyl)pyreneDimethylamine-d6 OC1=CC=C(C=C1)C1(C(C(=C2C(=C(C3=C(C(=C(C4=C(C(=C1C2=C34)[2H])[2H])C3=CC=C(C=C3)O)[2H])C3=CC=C(C=C3)O)[2H])[2H])C3=CC=C(C=C3)O)CN)C(N)[2H]